Phenyl(azulenylphenyl)indolocarbazole C1(=CC=CC=C1)C=1C(=C2C(=CC1)N=C1C=CC3=C4C=CC=CC4=NC3=C12)C1=C(C=CC=C1)C1=CC=C2C=CC=CC=C12